C(C)(=O)O.C1(CC1)[Na] cyclopropylsodium acetate